ClC[Si](OC(C)=O)(OC(C)=O)C Chloromethylmethyldiacetyloxysilan